2-METHYL-2-(PROPAN-2-YLOXY)PROPANOIC ACID CC(C(=O)O)(C)OC(C)C